(2S,4R)-1-[(2S)-2-[(1-fluorocyclopropanecarbonyl)amino]-3,3-dimethyl-butanoyl]-N-[(4-fluoro-2-hydroxy-phenyl)methyl]-4-hydroxy-pyrrolidine-2-carboxamide FC1(CC1)C(=O)N[C@H](C(=O)N1[C@@H](C[C@H](C1)O)C(=O)NCC1=C(C=C(C=C1)F)O)C(C)(C)C